ClC1=CN=CC2=CC=C(C=C12)C1=CN=C(S1)N 5-(4-Chloroisoquinolin-6-yl)thiazol-2-amine